O=C1NC(CCC1N1C(C2=CC=C(C=C2C1)N1CCN(CC1)CC1CN(C1)C1=CC=C(C=C1)C=1C=C2C(=NC1)N(C=C2)C(=O)[O-])=O)=O 5-(4-(3-((4-(2-(2,6-dioxopiperidin-3-yl)-1-oxoisoindolin-5-yl)piperazin-1-yl)methyl)azetidin-1-yl)phenyl)-1H-pyrrolo[2,3-b]pyridine-1-carboxylate